tert-butyl (3-(5-(2-(chlorosulfonyl)-5-methylphenyl)-1,3,4-oxadiazol-2-yl)propyl)(4,4-difluorocyclohexyl)carbamate ClS(=O)(=O)C1=C(C=C(C=C1)C)C1=NN=C(O1)CCCN(C(OC(C)(C)C)=O)C1CCC(CC1)(F)F